CN1C=NC=2N=CN(C(C12)=O)CC1=NN(C(O1)=O)CCC1=CC=C(C=C1)OC(F)(F)F 5-((7-methyl-6-oxo-6H-purin-1(7H)-yl)methyl)-3-(4-(trifluoromethoxy)phenethyl)-1,3,4-oxadiazol-2(3H)-one